5-(tert-butyl)-2-phenylpyridine C(C)(C)(C)C=1C=CC(=NC1)C1=CC=CC=C1